1-(4-hydroxyphenyl)-3-(thiophen-2-yl)chalcone OC1=CC=C(C=C1)C1(CC(=CC=C1)C=1SC=CC1)\C=C\C(=O)C1=CC=CC=C1